Methyl 2-((7-((4-chloro-2-fluorobenzyl) oxy)-1,2,3,4-tetrahydronaphthalen-2-yl) methyl)-1-(((S)-oxetan-2-yl) methyl)-1H-benzo[d]imidazole-6-carboxylate ClC1=CC(=C(COC2=CC=C3CCC(CC3=C2)CC2=NC3=C(N2C[C@H]2OCC2)C=C(C=C3)C(=O)OC)C=C1)F